COC1=NC(=CC=C1N)OC1OCCCC1 2-meth-oxy-6-((tetrahydro-2H-pyran-2-yl)oxy)-pyridin-3-amine